2-[7-(3-triflylbenzyl)-2,7-diazaspiro[3.5]nonane-2-carbonyl]-7-oxa-2,5-diazaspiro[3.4]octan-6-one S(=O)(=O)(C(F)(F)F)C=1C=C(CN2CCC3(CN(C3)C(=O)N3CC4(C3)NC(OC4)=O)CC2)C=CC1